Butyl (1-((4-bromophenyl)carbamoyl)piperidin-4-yl)carbamate BrC1=CC=C(C=C1)NC(=O)N1CCC(CC1)NC(OCCCC)=O